(S)-2-(3,5-dibromothiophene-2-carboxamido)-N1-(1-(2-(2-adamantylamino)-2-oxoethyl)-2-oxo-1,2-dihydropyridin-3-yl)-N6-methyl-5-oxohexanediamide BrC1=C(SC(=C1)Br)C(=O)N[C@H](C(=O)NC=1C(N(C=CC1)CC(=O)NC1C2CC3CC(CC1C3)C2)=O)CCC(C(=O)NC)=O